(S)-piperidin-2-ylmethyl 5-(1-(2-amino-2-oxoethyl)piperidin-4-yl)-2-(7,8-dimethyl-[1,2,4]triazolo[1,5-a]pyridin-6-yl)-3-isopropyl-1H-indole-1-carboxylate NC(CN1CCC(CC1)C=1C=C2C(=C(N(C2=CC1)C(=O)OC[C@H]1NCCCC1)C=1C(=C(C=2N(C1)N=CN2)C)C)C(C)C)=O